tert-Butyl (3R)-3-[2-oxo-2-[(4S)-2-oxo-4-phenyl-oxazolidin-3-yl]ethyl]pyrrolidine-1-carboxylate O=C(C[C@@H]1CN(CC1)C(=O)OC(C)(C)C)N1C(OC[C@@H]1C1=CC=CC=C1)=O